C(C)N(C=1N2C=C(C=C2C=C(C1C)C(=O)O)C=1N=CN(C1)C)C1CCOCC1 5-(ethyl-(tetrahydro-2H-pyran-4-yl)amino)-6-methyl-2-(1-methyl-1H-imidazol-4-yl)indolizine-7-carboxylic acid